4-[5-chloro-6-oxo-4-[[(3R)-tetrahydropyran-3-yl]methylamino]pyridazin-1-yl]-N-(4-cyanophenyl)-N-(2-methoxyethyl)piperidine-1-sulfonamide ClC1=C(C=NN(C1=O)C1CCN(CC1)S(=O)(=O)N(CCOC)C1=CC=C(C=C1)C#N)NC[C@@H]1COCCC1